FC(C1=NN=C(O1)C1=CC=C2CN(C(C2=C1)=O)[C@@H]([C@@H](O)C1=CC(=CC=C1)F)C1=CC=CC=C1)F |r| 6-[5-(difluoromethyl)-1,3,4-oxadiazol-2-yl]-2-[(1RS,2SR)-2-(3-fluorophenyl)-2-hydroxy-1-phenylethyl]-2,3-dihydro-1H-isoindol-1-one